2-fluoro-3-hydroxybenzeneboronic acid FC1=C(C=CC=C1O)B(O)O